tert-butyl (S)-3-((2-chloro-9H-purin-6-yl)amino)pyrrolidine-1-carboxylate ClC1=NC(=C2N=CNC2=N1)N[C@@H]1CN(CC1)C(=O)OC(C)(C)C